NC=1C=C2C=C(N(C2=CC1)CCOC)C(=O)OCC Ethyl 5-amino-1-(2-methoxyethyl)-1H-indole-2-carboxylate